Ethyl 20-(5-cyclopropyl-6-(4-fluorobenzyl)picolinamido)-20-ethyl-2,2-dimethyl-4-oxo-3,8,11,14,17-pentaoxa-5-azahenicosan-21-oate C1(CC1)C=1C=CC(=NC1CC1=CC=C(C=C1)F)C(=O)NC(CCOCCOCCOCCOCCNC(OC(C)(C)C)=O)(C(=O)OCC)CC